S(=O)(=O)(OC1=CC=C(C=C1)C12CC3CC(CC(C1)C3)C2)[O-].[K+] Potassium 4-(adamantan-1-yl)phenyl sulfate